C1=CC=CC=2C3=CC=CC=C3C(C12)COC(=O)N[C@@H](CC(=O)O)C(=O)N1CCN(CC1)C1COC1 (3S)-3-(9H-fluorene-9-ylmethoxycarbonylamino)-4-[4-(oxetan-3-yl)piperazin-1-yl]-4-oxobutanoic acid